N-(4-(1H-pyrazol-1-yl)benzyl)propan-1-amine N1(N=CC=C1)C1=CC=C(CNCCC)C=C1